N1(CCOCC1)C1=CC=C2C(=N1)NC=C2C2=NC(=NC=C2C(F)(F)F)N[C@@H]2CNCCC2 (S)-4-(6-Morpholinyl-1H-pyrrolo[2,3-b]pyridin-3-yl)-N-(piperidin-3-yl)-5-(trisFluoromethyl)pyrimidin-2-amine